2-bromo-1-(isoxazol-3-yl)ethan-1-one BrCC(=O)C1=NOC=C1